Tergermain [Ge]1(=CC=CC=C1)[Ge]=1C(=CC=CC1)[Ge]1=CC=CC=C1